Cl(=O)(=O)(=O)[O-].CN(C1=CC=C(C=C1)C=CC=CC=1SC2=C([N+]1CC)C=CC=C2)C 4-(4-dimethylaminophenyl)-1,3-butadienyl-3-ethylbenzothiazolium perchlorate